C(C1=CC=CC=C1)C1=C(N=C2N1C=CC=C2)C2=C(C=CC=C2)O 3-Benzyl-2-(2'-hydroxyphenyl)imidazo[1,2-a]pyridine